C(C1=CC=CC=C1)N1C2=C(O[C@@H](C1=O)C)C=C(C(=C2)C#N)NC(=O)NC(C)(C)C (R)-1-(4-benzyl-6-cyano-2-methyl-3-oxo-3,4-dihydro-2H-benzo[b][1,4]oxazin-7-yl)-3-(tert-butyl)urea